ethyl 2-(5-chloro-4-((3-cyano-4-fluorophenyl) carbamoyl)-1,3-dimethyl-1H-pyrrol-2-yl)-2-oxoacetate ClC1=C(C(=C(N1C)C(C(=O)OCC)=O)C)C(NC1=CC(=C(C=C1)F)C#N)=O